dimethyl-[rac-(3R)-3-[4-(6-oxo-1H-pyridin-3-yl)phenyl]-3-[[rac-(6S)-6-tert-butyl-5,6,7,8-tetrahydrothieno[2,3-b]quinoline-2-carbonyl]amino]propyl]ammonium C[NH+](CC[C@@H](NC(=O)C1=CC=2C(=NC=3CC[C@@H](CC3C2)C(C)(C)C)S1)C1=CC=C(C=C1)C1=CNC(C=C1)=O)C |r|